C12(CC3CC(CC(C1)C3)C2)OC(C2=CC=C(C=C2)NCC2=C(C=CC(=C2)O)O)=O 4-{[(2,5-dihydroxyphenyl)methyl]amino}-benzoic acid adamantyl ester